ClC=1C=C(SC1)[C@H](CC1=NOC(=N1)CN1C(NC=C(C1=O)C)=O)O 3-({3-[(2S)-2-(4-chlorothiophen-2-yl)-2-hydroxyethyl]-1,2,4-oxadiazol-5-yl}methyl)-5-methyl-1,2,3,4-tetrahydropyrimidine-2,4-dione